(R)-3-methyl-5-(4-((2-(4-methyl-1-oxo-1,3-dihydroisobenzofuran-5-yl)morpholino)methyl)-1H-imidazol-1-yl)benzo[d]oxazol CN1COC2=C1C=C(C=C2)N2C=NC(=C2)CN2C[C@H](OCC2)C=2C(=C1COC(C1=CC2)=O)C